(R,E)-3-(1-cyclobutylpyrrolidin-2-yl)acrylic Acid C1(CCC1)N1[C@H](CCC1)/C=C/C(=O)O